3-amino-6-methyl-N-[(3R)-7-[(1r,3r)-3-aminocyclobutyl]-3,4-dihydro-2H-1-benzopyran-3-yl]thieno[2,3-b]pyridine-2-carboxamide NC1=C(SC2=NC(=CC=C21)C)C(=O)N[C@H]2COC1=C(C2)C=CC(=C1)C1CC(C1)N